P(OC(N)OP([O-])=O)([O-])=O aminomethylene bisphosphonate